C(C)(C)(C)OC(=O)N[C@H](C(=O)O)CCCCNC(=O)OC(C)(C)C (S)-2,6-di-tert-Butoxycarbonylaminohexanoic acid